C1[C@H]2N(CCN1C1=NN3C(=NC(=CC3=O)C=3C=C(C=4N(N3)C=C(N4)C)C)S1)CCC2 2-[(8aS)-3,4,6,7,8,8a-hexahydro-1H-pyrrolo[1,2-a]pyrazin-2-yl]-7-(2,8-dimethylimidazo[1,2-b]pyridazin-6-yl)-[1,3,4]thiadiazolo[3,2-a]pyrimidin-5-one